(E)-9-octadecenoic acid methyl ester COC(CCCCCCC\C=C\CCCCCCCC)=O